O=C1N(C2=CC=CN=C2CC1)CC(=O)O 2-(2-oxo-3,4-dihydro-1,5-naphthyridin-1(2H)-yl)acetic acid